4-methoxy-5-pyrimidinecarboxamide COC1=NC=NC=C1C(=O)N